C(C)OC(CN1CCN(CC1)C(=O)O)=O 4-(2-ethoxy-2-oxoethyl)piperazine-1-carboxylic acid